S1C=NC(=C1)C=1C=CC2=C(N=C(O2)C2=CC(=NC=C2)C(=O)O)C1 4-(5-(Thiazol-4-yl)benzo[d]oxazol-2-yl)picolinic acid